N-methylpyrrolidine triflate OS(=O)(=O)C(F)(F)F.CN1CCCC1